NC=1C2=C(N=CN1)N(C=C2C2=CC=C(C=C2)NC(=O)NC2=NOC(=C2)C(C)(C)C)CC(=C)C 1-(4-(4-amino-7-(2-methylallyl)-7H-pyrrolo[2,3-d]pyrimidin-5-yl)phenyl)-3-(5-tert-butyl-isoxazol-3-yl)urea